2-(1-(cyclopropylsulfonyl)-1H-pyrazol-4-yl)-N-(5-((1-methyl-1H-pyrazol-4-yl)ethynyl)-4-(9-methyl-3,9-diazaspiro[5.5]undec-3-yl)pyridin-2-yl)pyrimidin-4-amine C1(CC1)S(=O)(=O)N1N=CC(=C1)C1=NC=CC(=N1)NC1=NC=C(C(=C1)N1CCC2(CC1)CCN(CC2)C)C#CC=2C=NN(C2)C